C(C)(=O)OC1=C2C(=C3[C@@H](CN(C3=C1)C(CCCC(=O)N1C[C@H](C3=C4C(=C(C=C13)OC(C)=O)C=C(S4)C)CCl)=O)CCl)SC(=C2)C (8S,8'S)-glutaroylbis(8-(chloromethyl)-2-methyl-7,8-dihydro-6H-thieno[2,3-e]indole-6,4-diyl) Diacetate